3-hydroxy-2,3-dimethylbutan-2-yl hydrogen (1-methyl-1H-benzo[d]imidazol-6-yl) borate B(OC(C)(C(C)(C)O)C)(O)OC=1C=CC2=C(N(C=N2)C)C1